5-(4-methylpiperazin-1-yl)-6-(phenylethynyl)-2-(2,4,5-trimethoxyphenyl)-1H-benzo[d]imidazole CN1CCN(CC1)C1=CC2=C(NC(=N2)C2=C(C=C(C(=C2)OC)OC)OC)C=C1C#CC1=CC=CC=C1